1-methyl-3-(5-{[2-methyl-6-(trifluoromethyl)phenyl]methoxy}pyrimidin-2-yl)imidazolidine-2,4-dione CN1C(N(C(C1)=O)C1=NC=C(C=N1)OCC1=C(C=CC=C1C(F)(F)F)C)=O